methyl 4-(4,4-difluoro-3-oxobutanoyl)benzoate FC(C(CC(=O)C1=CC=C(C(=O)OC)C=C1)=O)F